2-[[5-ethylsulfanyl-6-[3-methyl-6-(trifluoromethyl)imidazo[4,5-b]pyridin-2-yl]-3-pyridinyl]oxy]-2-methyl-propionitrile C(C)SC=1C=C(C=NC1C1=NC=2C(=NC=C(C2)C(F)(F)F)N1C)OC(C#N)(C)C